C(C)(C)(C)OC(=O)N1CCC(CC1)C1=NN=C(O1)C1=CC=C(C(=O)O)C=C1 4-{5-[1-(tert-Butoxycarbonyl)piperidin-4-yl]-1,3,4-oxadiazol-2-yl}benzoic acid